C(C)(C)(C)C1=NC(CC2=CC=CC=C12)COC1=CC(=C(C=C1)C)C(=O)OC tert-butyl-3-((3-(methoxycarbonyl)-4-methylphenoxy)methyl)-3,4-dihydroisoquinoline